S1C(=NC2=C1C=CC=C2)S2C(=CC=C2)NCC=2OC=CC2 S-(benzo[d]thiazol-2-yl)-N-(furan-2-ylmethyl)thiol-ylamine